CC1=C(C(=O)NC2(CC2)C2=CC=CC3=CC=CC=C23)C=C(C=C1)C1CCNCC1 2-Methyl-N-(1-(naphthalen-1-yl)cyclopropyl)-5-(piperidin-4-yl)benzamide